C(C1=CC=CC=C1)OC=1C=C(C=NC1)C1=NN(C2=CC=C(C=C12)OCCCOCC(=O)OC(C)(C)C)C1OCCCC1 tert-butyl 2-[3-[3-(5-benzyloxy-3-pyridyl)-1-tetrahydropyran-2-yl-indazol-5-yl]oxypropoxy]acetate